FC(C(CCC(C(=O)NNC)(C)C=1C=C(C=CC1)CCC(=O)OCC)(C)C)(CS(=O)(=O)CCO)F ethyl 3-(3-(6,6-difluoro-7-((2-hydroxyethyl)sulfonyl)-2,5,5-trimethyl-1-(2-methylhydrazineyl)-1-oxoheptan-2-yl)phenyl)propanoate